tert-butyl (3R,5S)-4-(2-((6-(2,4-dioxotetrahydropyrimidin-1(2H)-yl)pyridin-3-yl)amino)-2-oxoethyl)-3,5-dimethylpiperazine-1-carboxylate O=C1N(CCC(N1)=O)C1=CC=C(C=N1)NC(CN1[C@@H](CN(C[C@@H]1C)C(=O)OC(C)(C)C)C)=O